C(C)(C)(C)OC(=O)NC1=CC=C(C=C1)CN(CC(=O)O)C(=O)OCC1C2=CC=CC=C2C=2C=CC=CC12 2-{[(4-{[(tert-butoxy)carbonyl]amino}phenyl)methyl]({[(9H-fluoren-9-yl)methoxy]carbonyl})amino}acetic acid